1-(3-methoxypropyl)cyclohexanecarboxylic acid methyl ester COC(=O)C1(CCCCC1)CCCOC